BrC1=C(N(N=C1)C1=NC=CC=C1)C(C)NC=CC1CC1 N-[1-[4-bromo-2-(2-pyridinyl)pyrazol-3-yl]ethyl]-1-cyclopropyl-methylenemethylamine